ClC1=C(C=C(C=C1)[C@@H]1[C@H](O)[C@@H](O)[C@H](O)[C@H](O1)CO)CC1=CC=C(C=C1)O[C@@H]1COCC1 (1R)-1,5-anhydro-1-C-[4-chloro-3-[[4-[[(3S)-tetrahydro-3-furanyl]oxy]phenyl]methyl]phenyl]-D-glucitol